FC1=C(C(=CC(=C1)C=C1CN(C1)CCCF)F)C1=C(CCCC2=C1C=CC=C2)C2=C(C=C(C=C2)F)F 9-(2,6-Difluoro-4-((1-(3-fluoropropyl)azetidin-3-yliden)methyl)phenyl)-8-(2,4-difluorophenyl)-6,7-dihydro-5H-benzo[7]annulen